ClC=1N=NN(C1)C1=C(C=C(C=C1)Cl)C=C 4-chloro-1-(4-chloro-2-vinylphenyl)-1H-1,2,3-triazole